ClC1=CNC2=NC=CC(=C21)OC2=C(C=C(C=C2F)NC=2OCC(CN2)(F)F)F N-{4-[(3-chloro-1H-pyrrolo[2,3-b]pyridin-4-yl)oxy]-3,5-difluorophenyl}-5,5-difluoro-5,6-dihydro-4H-1,3-oxazin-2-amine